(R)-4-[4-(5-hydroxymethyl-2-oxo-oxazolin-3-yl)-phenyl]-morpholin-3-one OCC1=CN(C(O1)=O)C1=CC=C(C=C1)N1C(COCC1)=O